C(C)OC=1C=C(C=CC1)C1=CC(=C(C=C1)CN1CCN(CC1)C1=CC=C(N=N1)C(=O)NS(=O)(=O)C1=CC(=C(C=C1)NCCSC1=CC=CC=C1)C(F)(F)F)CC 6-[4-[[4-(3-Ethoxyphenyl)-2-ethylphenyl]methyl]piperazin-1-yl]-N-[4-(2-phenylsulfanylethylamino)-3-(trifluoromethyl)phenyl]sulfonylpyridazine-3-carboxamide